COC=1C=CC=C2C(CCSC12)=O 8-Methoxythiochroman-4-one